mesyl phosphoramidothioate P(OS(=O)(=O)C)([O-])(N)=S